CN(CCCC1(OCC2=CC(=CC=C12)C#N)C1=CC=C(C=C1)F)C 1-(3-(dimethylamino)propyl)-1-(4-fluorophenyl)-1,3-dihydro-isobenzofuran-5-carbonitrile